[2-[5-(2-aminoethyl)pyrimidin-2-yl]-5-fluorophenyl]-(2-methyl-6-morpholin-4-ylpyrimidin-4-yl)methanone NCCC=1C=NC(=NC1)C1=C(C=C(C=C1)F)C(=O)C1=NC(=NC(=C1)N1CCOCC1)C